N-Ethyl-L-Cystein C(C)N[C@@H](CS)C(=O)O